C(C(C)(C)C)[N-]CC(C)(C)C di-neopentyl-amide